2,6-diiodostyrene IC1=C(C=C)C(=CC=C1)I